C(C1=CC=CC=C1)OC=1C(=NC(=C(C1)Br)F)[N+](=O)[O-] 3-(benzyloxy)-5-bromo-6-fluoro-2-nitropyridine